C(CCCCCCC\C=C/C\C=C/CCCCC)(=O)O (9z,12z)-octadec-9,12-dienoic acid